C(C1=CC=CC=C1)N1CCC(CC1)(C1=CC(=C(C=C1)F)F)NS(=O)(=O)C=1C=NC(=CC1)OC(C)C N-(1-benzyl-4-(3,4-difluorophenyl)piperidin-4-yl)-6-isopropoxypyridine-3-sulfonamide